2-[3-(4-chlorophenyl)-1,2,4-oxadiazol-5-yl]-2-methylpropionic acid ClC1=CC=C(C=C1)C1=NOC(=N1)C(C(=O)O)(C)C